6'-[2-(difluoromethyl)morpholin-4-yl]-3-[(1-ethyl-1H-pyrazol-4-yl)methyl]-3'-fluoro-4'-(trifluoromethyl)-2H-[1,2'-bipyridin]-2-one FC(C1CN(CCO1)C1=CC(=C(C(=N1)N1C(C(=CC=C1)CC=1C=NN(C1)CC)=O)F)C(F)(F)F)F